4-BROMO-2-FORMYLTHIAZOLE BrC=1N=C(SC1)C=O